2-Aminophenyl disulfide NC1=C(C=CC=C1)SSC1=C(C=CC=C1)N